2-(6-tert-butylpyridin-3-yl)-3-(methylsulfanyl)-4H,6H,7H,8H,9H-pyrido[1,2-a]pyrimidin-4-one C(C)(C)(C)C1=CC=C(C=N1)C=1N=C2N(C(C1SC)=O)CCCC2